2-((S)-1-acryloyl-4-(7-(5-(methyl-d3)isoquinolin-4-yl)-2-(((S)-1-methylpyrrolidin-2-yl)methoxy)-5,6,7,8-tetrahydropyrido[3,4-d]pyrimidin-4-yl)piperazin-2-yl)acetonitrile C(C=C)(=O)N1[C@H](CN(CC1)C=1C2=C(N=C(N1)OC[C@H]1N(CCC1)C)CN(CC2)C2=CN=CC1=CC=CC(=C21)C([2H])([2H])[2H])CC#N